(S)-3-(4-hydroxy-4-methylcyclohexyl)-5-nitro-2,3-dihydrobenzo[b][1,4]oxathiine-7-sulfonamide OC1(CCC(CC1)[C@@H]1SC2=C(OC1)C=C(C=C2[N+](=O)[O-])S(=O)(=O)N)C